CN(C=1C=C(C=CC1)C1=NC(=C2C(=N1)N(N=C2)C2=CC=CC=C2)NC(=O)C=2SC(=CC2)[N+](=O)[O-])C N-(6-(3-(dimethylamino)phenyl)-1-phenyl-1H-pyrazolo[3,4-d]pyrimidin-4-yl)-5-nitrothiophene-2-carboxamide